2-(((5s,7r,8r,9s,10r)-8-hydroxy-7-(hydroxymethyl)-9-(4-(3,4,5-trifluorophenyl)-1H-1,2,3-triazol-1-yl)-1,6-dioxaspiro[4.5]dec-10-yl)oxy)acetic acid O[C@H]1[C@H](O[C@@]2(CCCO2)[C@@H]([C@H]1N1N=NC(=C1)C1=CC(=C(C(=C1)F)F)F)OCC(=O)O)CO